C1(CCC1)CNCC=1C=CC=2N(C1)C=C(N2)CN2N=NC(=C2)C=2C=NC=C(C2)N2CCCCC2 1-cyclobutyl-N-((2-((4-(5-(piperidin-1-yl)pyridin-3-yl)-1H-1,2,3-triazol-1-yl)methyl)imidazo[1,2-a]pyridin-6-yl)methyl)methylamine